ClC=1C=NC=C(C1N1CCN(CC1)CC=1C=C2C(N(C(C2=CC1)=O)C1C(NC(CC1)=O)=O)=O)Cl 5-((4-(3,5-dichloropyridin-4-yl)piperazin-1-yl)methyl)-2-(2,6-dioxopiperidin-3-yl)isoindoline-1,3-dione